2-(((R)-1-(3-cyano-2-((1R,4R)-5,5-difluoro-2-azabicyclo[2.2.1]heptan-2-yl)-7-methyl-4-oxo-4H-pyrido[1,2-a]pyrimidin-9-yl)ethyl)amino)benzoic acid C(#N)C1=C(N=C2N(C1=O)C=C(C=C2[C@@H](C)NC2=C(C(=O)O)C=CC=C2)C)N2[C@H]1CC([C@@H](C2)C1)(F)F